C1(=CC=CC=C1)C1=CC=CO1 5-phenylfuran